2-(3,5-Difluoro-4-(4,4,5,5-tetramethyl-1,3,2-dioxaborolan-2-yl)phenyl)acetonitrile FC=1C=C(C=C(C1B1OC(C(O1)(C)C)(C)C)F)CC#N